Cl.N1(CCCCCC1)C1=C(C(=O)O)C=CC(=C1)NC(=O)C1CC1 2-(azepan-1-yl)-4-(cyclopropanecarbonylamino)benzoic acid hydrochloride